2-cyclohexyl-2-(3-bromo-3-isobutyl-5-methylhexyl)-1,3-diethoxypropane C1(CCCCC1)C(COCC)(COCC)CCC(CC(C)C)(CC(C)C)Br